[(1R,2S,4R)-4-{[5-({4-[(1R)-7-chloro-1,2,3,4-tetrahydroisoquinolin-1-yl]-5-methyl-2-thienyl}carbonyl) pyrimidin-4-yl]amino}-2-hydroxycyclopentyl]methyl sulfamate S(N)(OC[C@@H]1[C@H](C[C@@H](C1)NC1=NC=NC=C1C(=O)C=1SC(=C(C1)[C@@H]1NCCC2=CC=C(C=C12)Cl)C)O)(=O)=O